lithium rhenate [Re](=O)(=O)([O-])[O-].[Li+].[Li+]